OC1=C(C=CC=C1)C=1C2=CC=C(N2)C(=C2C=CC(C(=C3C=CC(=C(C=4C=CC1N4)C4=C(C=CC=C4)O)N3)C3=C(C=CC=C3)O)=N2)C2=C(C=CC=C2)O 5,10,15,20-tetrakis(ortho-hydroxyphenyl)porphyrin